NC1=C(C=CC=C1)NC(C1=CC(=CC=C1)S(NCC1CCN(CC1)CC1=CC=CC=C1)(=O)=O)=O N-(2-aminophenyl)-3-(N-((1-benzylpiperidin-4-yl)methyl)sulfamoyl)benzamide